indenol acetate C(C)(=O)OC1C=CC2=CC=CC=C12